NC(C(=O)[O-])C 2-amino-propanoate